2-(1,1,2,2,2-pentafluoroethyl)-4-(trifluoromethyl)pyrrolo[1,2-a]1,8-naphthyridine-8-carbaldehyde FC(C(F)(F)F)(F)C=1C=C(C=2C=CC=3N(C2N1)C=C(C3)C=O)C(F)(F)F